3-(2-amino-[1,2,4]-triazolo[1,5-a]-pyridin-7-yl)-N-(3-(3-chlorophenyl)-3-hydroxypropyl)-2-fluoro-6-methyl-benzamide NC1=NN2C(C=C(C=C2)C=2C(=C(C(=O)NCCC(O)C3=CC(=CC=C3)Cl)C(=CC2)C)F)=N1